ClC1=CC=C(C=C1)N1N=C(C=C1C)C1CCNCC1 4-[1-(4-chlorophenyl)-5-methyl-pyrazol-3-yl]piperidine